1-(4-bromo-2-pyridinyl)ethanone BrC1=CC(=NC=C1)C(C)=O